(R,Z)-3-chloro-N-((4-(1,2-dihydroxyethyl)-1-(4-(trifluoromethoxy)phenyl)-1H-pyrazolo[3,4-b]pyridin-3-yl)methyl)acrylamide Cl\C=C/C(=O)NCC1=NN(C2=NC=CC(=C21)[C@H](CO)O)C2=CC=C(C=C2)OC(F)(F)F